COC1(CC=C(C2=CC=C(N)C=C2)C=C1)N 4'-methoxybenzidine